O1C(OCC1)C=1C(=C(C=CC1)C(C)=O)F 1-(3-(1,3-dioxolan-2-yl)-2-fluorophenyl)ethan-1-one